ClC1=CC2=C(N(C(N=C2N2[C@H](CN(CC2)C(=O)OC(C)(C)C)C)=O)C=2C(=NC=CC2C)C(C)C)N=C1[Sn](C)(C)C tert-butyl (S)-4-(6-chloro-1-(P)-(2-isopropyl-4-methylpyridin-3-yl)-2-oxo-7-(trimethylstannyl)-1,2-dihydropyrido[2,3-d]pyrimidin-4-yl)-3-methylpiperazine-1-carboxylate